2,3,4,9-tetrahydro-1H-carbazole-8-carboxylic acid C1CCCC=2C3=CC=CC(=C3NC12)C(=O)O